2-(1-(3,4-dimethyl-2-(p-tolyl)-2H-pyrazolo[3,4-d]pyridazin-7-yl)piperidin-4-yl)-N-(3-(dimethylamino)propyl)acetamide CC=1N(N=C2C(=NN=C(C21)C)N2CCC(CC2)CC(=O)NCCCN(C)C)C2=CC=C(C=C2)C